The molecule is an omega-hydroxy fatty acid ascaroside obtained by formal condensation of the alcoholic hydroxy group of 12-hydroxydodecanoic acid with ascarylopyranose (the alpha anomer). It is a metabolite of the nematode Caenorhabditis elegans. It has a role as a Caenorhabditis elegans metabolite. It is a monocarboxylic acid and an omega-hydroxy fatty acid ascaroside. It derives from a 12-hydroxylauric acid. It is a conjugate acid of an oscr#20(1-). C[C@H]1[C@@H](C[C@H]([C@@H](O1)OCCCCCCCCCCCC(=O)O)O)O